3-fluoropyridinamide FC=1C(=NC=CC1)C(=O)N